2-butoxy-7-((5-methyl-6-(piperazin-1-yl)pyridin-3-yl)methyl)imidazo[2,1-f][1,2,4]triazin-4-amine C(CCC)OC1=NN2C(C(=N1)N)=NC=C2CC=2C=NC(=C(C2)C)N2CCNCC2